5-(trifluoromethyl)pyrrolo[2,3-b]Pyridine FC(C=1C=C2C(=NC1)NC=C2)(F)F